C(C)(C)N1N=CC(=C1)C1=CC(=NC=C1)N(C(=O)[C@@H]1CC[C@H](CC1)CC(=O)O)C[C@@H]1CC[C@H](CC1)C1=NC(=C(C=C1)OC)C 2-(trans-4-((4-(1-Isopropyl-1H-pyrazol-4-yl)pyridin-2-yl)((trans-4-(5-methoxy-6-methylpyridin-2-yl)cyclohexyl)methyl)carbamoyl)-cyclohexyl)acetic acid